ClC1=C(C=CC(=C1)F)C1=C(C=C(C(=C1)Cl)C(=O)NC=1C=NC(=C(C1)Cl)C=1SC=CN1)F 2',5-dichloro-N-(5-chloro-6-(thiazol-2-yl)pyridin-3-yl)-2,4'-difluoro-[1,1'-biphenyl]-4-carboxamide